tert-butyl (S)-4-((1-(3-(2,6-bis(benzyloxy)pyridin-3-yl)-1-methyl-1H-indazol-7-yl) piperidin-4-yl)methyl)-3-methylpiperazine-1-carboxylate C(C1=CC=CC=C1)OC1=NC(=CC=C1C1=NN(C2=C(C=CC=C12)N1CCC(CC1)CN1[C@H](CN(CC1)C(=O)OC(C)(C)C)C)C)OCC1=CC=CC=C1